N1CC(C1)CN1CCC(CC1)N1CCC(CC1)N1N=C(C=2C1=NC=NC2N)C2=CC=C(C=C2)OC2=CC=CC=C2 1-(1'-(azetidin-3-ylmethyl)-(1,4'-bipiperidin)-4-yl)-3-(4-phenoxyphenyl)-1H-pyrazolo(3,4-d)pyrimidin-4-amine